4-hydroxyphenethyl (3R,6S)-6-benzyl-3-(4-hydroxybenzyl)-4,7-dioxo-8-((S)-1-oxo-1-(phenethylamino)-3-phenylpropan-2-yl)hexahydropyrazino[2,1-c][1,2,4]oxadiazine-1(6H)-carboxylate C(C1=CC=CC=C1)[C@H]1C(N(CC2N(O[C@@H](C(N21)=O)CC2=CC=C(C=C2)O)C(=O)OCCC2=CC=C(C=C2)O)[C@H](C(NCCC2=CC=CC=C2)=O)CC2=CC=CC=C2)=O